1-(6-bromopyridin-2-yl)propan-1-one BrC1=CC=CC(=N1)C(CC)=O